C1(CC1)S(=O)(=O)N1N=CC(=C1)C1=NC=CC(=C1)NC1=NC=C(C(=N1)NC1CCC(CC1)(O)C)C1=NN(C=C1)COC (1s,4s)-4-((2-((2-(1-(Cyclopropylsulfonyl)-1H-pyrazol-4-yl)pyridin-4-yl)amino)-5-(1-(methoxymethyl)-1H-pyrazol-3-yl)pyrimidin-4-yl)amino)-1-methylcyclohexan-1-ol